OC1C2CCC(CC1(OC)OC)N2C(=O)OCCCC butyl 2-hydroxy-3,3-dimethoxy-8-azabicyclo[3.2.1]octane-8-carboxylate